C(C)(C)(C)OC(NCC=1OC2=C(C1)C=CC=C2C(F)(F)F)=O (7-(trifluoromethyl)benzofuran-2-yl)methylcarbamic acid tert-butyl ester